4-(2-Fluoro-6-methoxy-3-(trifluoromethyl)phenyl)-6-methyl-N-(5-(2,2,2-trifluoroethoxy)-1,3,4-thiadiazol-2-yl)nicotinamide FC1=C(C(=CC=C1C(F)(F)F)OC)C1=CC(=NC=C1C(=O)NC=1SC(=NN1)OCC(F)(F)F)C